9-(6-cyclopropyl-pyridin-3-yl)-2-((S)-1-[1,4]dioxan-2-ylmethoxy)-10-methoxy-1-methyl-6,7-dihydro-pyrido[2,1-a]isoquinolin-4-one C1(CC1)C1=CC=C(C=N1)C=1C=C2CCN3C(C2=CC1OC)=C(C(=CC3=O)OC[C@H]3OCCOC3)C